BrC(C(C)NN)(F)F (1-Bromo-1,1-difluoropropan-2-yl)hydrazine